4-(((R)-1-(3-(difluoromethyl)-2-fluorophenyl)ethyl)amino)-8-methyl-6-((S)-1-methylpiperidine-3-yl)pyrido[2,3-d]pyrimidin-7(8H)-one FC(C=1C(=C(C=CC1)[C@@H](C)NC=1C2=C(N=CN1)N(C(C(=C2)[C@H]2CN(CCC2)C)=O)C)F)F